C(C)(C)(C)C1=C(N=C(S1)C=1N=C(SC1)CCNC(CCC=1N=NN(C1)C)=O)C(=O)NCCCCN=C(N)N tert-Butyl-N-(4-((diaminomethylene)amino)butyl)-2'-(2-(3-(1-methyl-1H-1,2,3-triazolyl)propanamido)ethyl)-[2,4'-bithiazole]-4-carboxamide